C(#N)C=1C=C(C=C(C1)C=1CCOCC1)C=1C=C2C(=NN(C2=CC1)C(C)C)COC1=C(C=CC=C1)CC(=O)OCC ethyl 2-(2-((5-(3-cyano-5-(3,6-dihydro-2H-pyran-4-yl)phenyl)-1-isopropyl-1H-indazol-3-yl)methoxy)phenyl)acetate